O=C1NC(CC[C@@H]1N1C(C2=CC=C(C=C2C1)N1CCC(CC1)CN1CCN(CC1)CCOC1=CC=C(C=C1)\C(=C(\CC)/C1=CC=CC=C1)\C1=CC=C(C=C1)B(O)O)=O)=O (S,Z)-(4-(1-(4-(2-(4-((1-(2-(2,6-dioxopiperidin-3-yl)-1-oxoisoindolin-5-yl)piperidin-4-yl)methyl)piperazin-1-yl)ethoxy)phenyl)-2-phenylbut-1-en-1-yl)phenyl)boronic acid